3-(2-{[(1S,3S)-3-aminocyclopentyl]amino}-5-(trifluoromethyl)pyrimidin-4-yl)-1H-indole-6-carboxylic acid methyl ester COC(=O)C1=CC=C2C(=CNC2=C1)C1=NC(=NC=C1C(F)(F)F)N[C@@H]1C[C@H](CC1)N